(R)-1-(3-(3-(4-amino-6-methyl-1,3,5-triazin-2-yl)-5-chlorophenyl)morpholino)prop-2-en-1-one NC1=NC(=NC(=N1)C)C=1C=C(C=C(C1)Cl)[C@@H]1COCCN1C(C=C)=O